N'-((3,3-dimethyl-1,2,3,5,6,7-hexahydrodicyclopenta[b,e]pyridin-8-yl)carbamoyl)-4-fluoro-5-(2-hydroxypropan-2-yl)thiophene-2-sulfonimidamide CC1(CCC=2C1=NC1=C(C2NC(=O)N=S(=O)(N)C=2SC(=C(C2)F)C(C)(C)O)CCC1)C